C[C@@H]1CC[C@H](CC1)NC1=NC=C(C(=N1)C1=CC(=CC=C1)C=1C(=NC=CC1)OC)F methyl-trans-4-((5-fluoro-4-(3-(2-methoxypyridin-3-yl)phenyl)pyrimidin-2-yl)amino)cyclohexane